N[C@H]1[C@@H]2N(C[C@H]1CC2)C(=O)C2=CC1=C(N(C(=N1)C=1N(C3=C(C=CC=C3C1)C1CN(C1)C(CCC(=O)O)=O)CC1CC1)C)C(=C2)OC 4-[3-(2-{5-[(1R,4R,7R)-7-amino-2-azabicyclo[2.2.1]heptane-2-carbonyl]-7-methoxy-1-methyl-1H-1,3-benzodiazol-2-yl}-1-(cyclopropylmethyl)-1H-indol-7-yl)azetidin-1-yl]-4-oxobutanoic acid